CC1=C(C2=C(S1)C=CC=C2)C2=C(C(C(C2(F)F)(F)F)(F)F)C=2C1=C(SC2C)C=CC=C1 1,2-bis[2-methylbenzo[b]thiophen-3-yl]-3,3,4,4,5,5-hexafluoro-1-cyclopent-ene